BrC=1C=NN(C1)CCC#N 3-(4-bromopyrazol-1-yl)propanenitrile